2,2-bis(4-hydroxyphenyl)bicyclo[2.2.1]heptane OC1=CC=C(C=C1)C1(C2CCC(C1)C2)C2=CC=C(C=C2)O